ClC1=CC=C2C(=CC(NC2=C1)=O)N/N=C/C1=CC=C(C=C1)CN1CCN(CC1)C (E)-7-chloro-4-(2-(4-((4-methylpiperazin-1-yl)methyl)benzylidene)hydrazino)quinolone